ClC1=NC=C(C(=N1)NC=1C=C2C=C(C(N(C2=C(C1)OCCO[C@@H]1CN(C[C@@H](C1)C)C(=O)OC(C)(C)C)C)=O)OCC(=O)NC)Cl tert-butyl (3S,5R)-3-[2-[[6-[(2,5-dichloropyrimidin-4-yl)amino]-1-methyl-3-[2-(methylamino)-2-oxo-ethoxy]-2-oxo-8-quinolyl]oxy]ethoxy]-5-methyl-piperidine-1-carboxylate